CCCCC\C=C/C\C=C/CCCCCCCCC(CCCCCCCC\C=C/C\C=C/CCCCC)OC(CCCN(C)C)=O [(6Z,9Z,28Z,31Z)-heptatriaconta-6,9,28,31-tetraen-19-yl]-4-(dimethylamino)butanoate